cis-5-(3-(1-methyl-1H-pyrazole-5-carboxamido)-1H-pyrazol-5-yl)tetrahydrofuran-3-yl(1-(S)-Methylcyclobutyl) carbamate C(N)(O[C@@]1(C(CC1)[C@@H]1CO[C@@H](C1)C1=CC(=NN1)NC(=O)C1=CC=NN1C)C)=O